3'-(9H-carbazol-9-yl)-3,5-bis(3-methyl-9H-carbazol-9-yl)-[1,1'-biphenyl] C1=CC=CC=2C3=CC=CC=C3N(C12)C=1C=C(C=CC1)C1=CC(=CC(=C1)N1C2=CC=CC=C2C=2C=C(C=CC12)C)N1C2=CC=CC=C2C=2C=C(C=CC12)C